C(#N)C1=CC=C(C=C1)C1=CCC(C=C1)(C1=CC=CC=C1)OCCCCCCCC 4-cyano-4'-n-octyloxy-p-terphenyl